6-(4-(2,7-dimethyl-2H-indazol-4-yl)-2-methylbenzyl)-6,7-dihydro-5H-pyrrolo[3,4-b]pyridin-5-one-7,7-d2 CN1N=C2C(=CC=C(C2=C1)C1=CC(=C(CN2C(C3=NC=CC=C3C2=O)([2H])[2H])C=C1)C)C